ethyl 2-(2-chloro-4-methylsulfonyl-anilino)-4-[[(1S)-2-hydroxy-1-phenyl-ethyl]amino]pyrimidine-5-carboxylate ClC1=C(NC2=NC=C(C(=N2)N[C@H](CO)C2=CC=CC=C2)C(=O)OCC)C=CC(=C1)S(=O)(=O)C